BrC=1C=C(C=NC1)C(NC(=O)[C@@H]1[C@H]2C([C@H]2CN1C([C@H](C(C)(C)C)NS(=O)(=O)C1=CC=C(C=C1)C)=O)(C)C)C#N (1R,2S,5S)-N-((5-bromopyridin-3-yl)(cyano)methyl)-3-((S)-3,3-Dimethyl-2-((4-methylphenyl)sulfonamido)butyryl)-6,6-dimethyl-3-azabicyclo[3.1.0]hexane-2-carboxamide